C(C)OC=1C=C(C=CC1F)N(C(=O)C=1C=CC=2N(C1)C(=CN2)C=2C=CC(=NC2)NC(OC)=O)C methyl N-[5-[6-[(3-ethoxy-4-fluoro-phenyl)-methyl-carbamoyl]imidazo[1,2-a]pyridin-3-yl]-2-pyridyl]carbamate